P(=O)([O-])([O-])[O-].P(=O)([O-])([O-])[O-].[Ca+2].[Ca+2].[Ca+2] calcium di-phosphate